Cl.C12CN(CC(CC1)N2)C2=C1C(=NC=C2)NC(=N1)N1CCOCC1 4-(7-(3,8-diazabicyclo[3.2.1]octan-3-yl)-3H-imidazo[4,5-b]pyridin-2-yl)morpholine hydrochloride